COC=1C=CC=CC1 5-methoxybenzene